ClC=1C(=C(C=C(C1)F)NC(=S)C=1C(NCCC1NCC1=C(C=NC=C1)OCC1OCCOC1)=O)OC N-(3-chloro-5-fluoro-2-methoxyphenyl)-4-[({3-[(1,4-dioxan-2-yl)methoxy]pyridin-4-yl}methyl)amino]-2-oxo-1,2,5,6-tetrahydropyridine-3-carbothioamide